NC1=CC=C(C(=C1C(=O)OC(C)(C)C)C)OC1=C(C(=CC=C1F)N(S(=O)(=O)CCCF)S(=O)(=O)CCCF)Cl tert-butyl 6-amino-3-{2-chloro-6-fluoro-3-[N-(3-fluoropropanesulfonyl) 3-fluoropropanesulfonylamino] phenoxy}-2-methylbenzoate